(3-aminophenyl)(4-(phenylmethoxy)phenyl)methanol NC=1C=C(C=CC1)C(O)C1=CC=C(C=C1)OCC1=CC=CC=C1